(R)-N-(6-(difluoromethyl)pyridin-2-yl)-6-methoxy-2-((tetrahydrofuran-3-yl)methyl)-2H-indazole-5-carboxamide FC(C1=CC=CC(=N1)NC(=O)C1=CC2=CN(N=C2C=C1OC)C[C@@H]1COCC1)F